[12C]glutamine N[12C@@H](CCC(N)=O)C(=O)O